ClC1=CC=C(C=C1)[C@H](NC(=O)[C@@H]1CNC(O1)=O)C1=CC(=CC=C1)C(C)C (S)-N-((S)-(4-chlorophenyl)(3-isopropylphenyl)methyl)-2-oxooxazolidine-5-carboxamide